FC=1C(=C(C=CC1F)C(=O)N1CC(C1)(O)CNC1=CC=C(C=C1)NC(C)=O)NC1=C(C=C(C=C1)I)F N-[4-({[1-({3,4-difluoro-2-[(2-fluoro-4-iodophenyl)amino]phenyl}carbonyl)-3-hydroxyazetidin-3-yl]methyl}amino)phenyl]acetamide